4-{[4-(4-bromopyridin-2-yl)piperazin-1-yl]Methyl}piperidine-1-carboxylic acid tert-butyl ester C(C)(C)(C)OC(=O)N1CCC(CC1)CN1CCN(CC1)C1=NC=CC(=C1)Br